C(=C)CC(=O)O.C(=C)C(=O)O vinyl-carboxylate (vinyl acetate)